(R)-N-(1-(9H-purin-6-yl)piperidin-3-yl)acrylamide benzoate C(C1=CC=CC=C1)(=O)O.N1=CN=C2NC=NC2=C1N1C[C@@H](CCC1)NC(C=C)=O